L-proline nitrate [N+](=O)(O)[O-].N1[C@@H](CCC1)C(=O)O